2-[3-[(2R,6S)-2,6-dimethylmorpholine-4-carbonyl]-5,6-dihydro-4H-cyclopenta[c]pyrazol-1-yl]-1-(4-fluoro-4-phenyl-1-piperidyl)ethanone C[C@@H]1CN(C[C@@H](O1)C)C(=O)C=1C2=C(N(N1)CC(=O)N1CCC(CC1)(C1=CC=CC=C1)F)CCC2